1-phenyl-3-(1,5-dioxaspiro[5.5]undecane-2-yl)butan-1-one C1(=CC=CC=C1)C(CC(C)C1OC2(OCC1)CCCCC2)=O